10-ketostearic acid O=C(CCCCCCCCC(=O)O)CCCCCCCC